C(=O)C1=C(C=CC=C1)C1=CC=CC=C1 formyl-[1,1'-biphenyl]